N4-2-hydroxyethyl-2'-deoxycytidine OCCNC1=NC(N([C@H]2C[C@H](O)[C@@H](CO)O2)C=C1)=O